cyclopropylethyl-amide compound with water O.C1(CC1)CC[NH-]